CC1=C(C(=O)N2CCC(CC2)C(=O)O)C=CC=C1 1-(2-methyl-benzoyl)-piperidine-4-carboxylic acid